NC[C@H]1CN(CCO1)C(C(C)C)=O (S)-2-aminomethyl-4-isobutyrylmorpholine